Methyl 1-amino-5-isopropyl-8-oxo-5,6,7,8-tetrahydropyrimido[5'',4'':4',5']pyrrolo[2',3':5,6][1,3]diazepino[1,7-a]indole-11-carboxylate NC1=NC=NC2=C1C1=C(CNC(N3C1=CC=1C=CC(=CC31)C(=O)OC)=O)N2C(C)C